3-[4-(2,4-Dimethyl-Thiazol-5-Yl)-Pyrimidin-2-Ylamino]-Phenol CC=1SC(=C(N1)C)C1=NC(=NC=C1)NC=1C=C(C=CC1)O